CC1=CC(=CC=C1C1=CC=C(C(=O)O)C=C1)OC(C)=O 4-(6-methyl-4-acetoxyphenyl)benzoic acid